3-methylpentenyl-coenzyme A CC(C=CSCCNC(CCNC([C@@H](C(COP(OP(OC[C@@H]1[C@H]([C@H]([C@@H](O1)N1C=NC=2C(N)=NC=NC12)O)OP(=O)(O)O)(=O)O)(=O)O)(C)C)O)=O)=O)CC